C(CC)(=O)O[BH-](OC(CC)=O)OC(CC)=O.C[N+](C)(C)C tetramethylammonium tripropionyloxyborohydride